benzoxazol-3-ylium tetrafluoroborate F[B-](F)(F)F.O1C[N+]C2=C1C=CC=C2